F[B-](F)(F)F.OC1=CC=CC=C1 4-hydroxybenzene tetrafluoroborate